Methyl 5-(benzo[b]thiophen-2-yl)-2-(((1RS,2S)-2-((tert-butoxycarbonyl)amino)-1-cyano-3-(1H-indol-3-yl)propyl)amino)benzoate S1C2=C(C=C1C=1C=CC(=C(C(=O)OC)C1)N[C@H]([C@H](CC1=CNC3=CC=CC=C13)NC(=O)OC(C)(C)C)C#N)C=CC=C2 |&1:16|